C(C)OC=1C=C(C=NC1)C1=CC=C(C=C1)C(C)N1CCNCC1 4-[1-[4-(5-ethoxypyridin-3-yl)phenyl]ethyl]piperazin